P(=O)(OC)(OC1=C(C=CC=C1)Cl)OC[C@@H](CCCCCCCCCCCCCCCCCCC)OCC1=CC(=C(C=C1)C#N)OC methyl (2-chlorophenyl) ((R)-2-((4-cyano-3-methoxybenzyl)oxy)henicosyl) phosphate